tert-butyl (3S,4S)-4-[[4-[3-(2,6-dioxo-3-piperidyl)-7-fluoro-1-methyl-indazol-6-yl]-1-piperidyl]methyl]-3-methyl-piperidine-1-carboxylate O=C1NC(CCC1C1=NN(C2=C(C(=CC=C12)C1CCN(CC1)C[C@@H]1[C@@H](CN(CC1)C(=O)OC(C)(C)C)C)F)C)=O